rac-4-methyl-3-((3aS,5R,7S,7aS)-1,3,3,5,7-pentamethyl-octahydrobenzo[c]Isoxazol-5-yl)benzonitrile CC1=C(C=C(C#N)C=C1)[C@]1(C[C@H]2[C@@H](N(OC2(C)C)C)[C@H](C1)C)C |r|